N-(acetyl-L-valyl)-O-((2R,3R,4S,5S,6S)-3,4,5-triacetoxy-6-(methoxycarbonyl)tetrahydro-2H-pyran-2-yl)-L-serine C(C)(=O)N[C@@H](C(C)C)C(=O)N[C@@H](CO[C@@H]1O[C@@H]([C@H]([C@@H]([C@H]1OC(C)=O)OC(C)=O)OC(C)=O)C(=O)OC)C(=O)O